O[C@H]1[C@@H](CCC1)N1C(C2=CC(=C(C(=C2C1)C)C#N)CC1=CC=C(C=C1)N1N=CC=C1)=O (trans-2-hydroxycyclopentyl)-4-methyl-1-oxo-6-(4-(1H-pyrazol-1-yl)benzyl)isoindoline-5-carbonitrile